tert-butyl 4-(2-(4-(9-benzyl-6-chloro-9H-purin-8-yl)-3-chlorophenoxy)ethyl)piperazine-1-carboxylate C(C1=CC=CC=C1)N1C2=NC=NC(=C2N=C1C1=C(C=C(OCCN2CCN(CC2)C(=O)OC(C)(C)C)C=C1)Cl)Cl